CN1C(N(C2=C1C=C(C=C2)C2CCN(CC2)CC2CNCCC2)N2C(CCCC2=O)=O)=O {3-methyl-2-oxo-5-[1-(piperidin-3-ylmethyl)piperidin-4-yl]-1,3-benzodiazol-1-yl}piperidine-2,6-dione